OC1CCC(CC1)CNC(=O)C1=CC2=C(N3C(S2)=NC(=C3)C3=CC=C(C=C3)C(NC)=O)C=C1 N-(((1r,4r)-4-hydroxycyclohexyl)methyl)-2-(4-(methylcarbamoyl)phenyl)benzo[d]imidazo[2,1-b]thiazole-7-carboxamide